3-bromo-1-ethyl-1H-pyrrolo[2,3-b]pyridine-6-carbonitrile BrC1=CN(C2=NC(=CC=C21)C#N)CC